N[C@@H]([C@@H](C(=O)N[C@H](C(=O)NCCCCCCCCCCCC1=CC(=CC=C1)C=1C(=NN2C1N=C(C=C2N2CCN(CC2)CCO)C2=CC=CC=C2)C)CC(C)C)O)CC2=CC=CC=C2 (S)-2-((2S,3R)-3-amino-2-hydroxy-4-phenylbutanamido)-N-(11-(3-(7-(4-(2-hydroxyethyl)piperazin-1-yl)-2-methyl-5-phenylpyrazolo[1,5-a]pyrimidin-3-yl)phenyl)undecyl)-4-methylpentanamide